(S)-2'-((6-((tetrahydro-2H-pyran-3-yl)amino)pyrimidin-4-yl)amino)spiro[cyclohexane-1,4'-thieno[2,3-c]pyrrol]-6'(5'H)-one O1C[C@H](CCC1)NC1=CC(=NC=N1)NC1=CC2=C(C(NC23CCCCC3)=O)S1